BrC=1C(=CC(=NC1)OC)/C=C/C(=O)OCC ethyl (E)-3-(5-bromo-2-methoxypyridin-4-yl)acrylate